[N+](#[C-])C12CC3(CC(CC(C1)C3)(C2)C)C 1-ISOCYANO-3,5-DIMETHYLADAMANTANE